chloride hydrochloride Cl.[Cl-]